FC(F)(F)S=N.FC(F)(F)S=N.[Na] sodium bis(trifluoromethyl-sulfimide)